2-(cyclohex-2-ene-1-ylidene)malononitrile C1(C=CCCC1)=C(C#N)C#N